ClC1=CC2=C(C=C3N2C(=NN(C3=C=O)CC(=O)O)C(C)C)S1 2-(2-chloro-5-isopropyl-8-carbonylthieno[2',3':4,5]pyrrolo[1,2-d][1,2,4]triazin-7(8H)-yl)acetic acid